ClC=1C=C2C(=NC(=NC2=C(C1C1=CC(=CC2=CC=CC=C12)O)F)OC[C@H]1N(C[C@@H](C1)OC)C)N1CC2CCC(C1)N2 4-(6-chloro-4-{3,8-diazabicyclo[3.2.1]octan-3-yl}-8-fluoro-2-{[(2S,4R)-4-methoxy-1-methylpyrrolidin-2-yl]methoxy}quinazolin-7-yl)naphthalen-2-ol